5-(methoxycarbonyl)-1-methyl-1H-pyrazole-3-carboxylic acid COC(=O)C1=CC(=NN1C)C(=O)O